C(#N)N1[C@H]2[C@@H](C[C@@H]1CC2)NC(=O)C2=CC=C1C(=NN(C1=C2)CC2CC2)C2=NC(=CC=C2)C N-((1R,2R,4S)-7-cyano-7-azabicyclo[2.2.1]heptan-2-yl)-1-(cyclopropylmethyl)-3-(6-methyl-2-pyridinyl)-1H-indazole-6-carboxamide